BrC1=C2C=NNC2=C(C(=C1)N(C)C)F 4-bromo-7-fluoro-N,N-dimethyl-1H-indazole-6-amine